C1C=NC=CC2=C1C=CC=C2 1H-3-Benzazepine